Arginine Anisate C(C1=CC=C(C=C1)OC)(=O)O.N[C@@H](CCCNC(N)=N)C(=O)O